3,4-bis(ethoxycarbonyl)adipic acid C(C)OC(=O)C(CC(=O)O)C(CC(=O)O)C(=O)OCC